6-bromo-N-((6-cyclopropylimidazo[1,2-a]pyridin-2-yl)methyl)pyrimidin-4-amine BrC1=CC(=NC=N1)NCC=1N=C2N(C=C(C=C2)C2CC2)C1